stigmastan-3,5-diene CC[C@H](CC[C@@H](C)[C@H]1CC[C@H]2[C@@H]3CC=C4C=CCC[C@]4(C)[C@H]3CC[C@]12C)C(C)C